[Cl-].C(C1=CC=CC=C1)CC[N+](CC)(CC)CC Benzyltetraethylammonium chloride